C(CCCCO)O 1,5-pentane-diol